COC=1C=C2CCC(C(C2=CC1)NC(=O)C=1C(NC(=CC1)C(F)(F)F)=O)CCC N-(6-methoxy-2-propyl-1,2,3,4-tetrahydronaphthalen-1-yl)-2-oxo-6-(trifluoromethyl)-1,2-dihydropyridine-3-carboxamide